(6-(1-(difluoromethyl)-1H-pyrazol-4-yl)-7-methoxyimidazo[1,2-b]pyridazin-3-yl)-N-((3S,4S)-4-fluoropiperidin-3-yl)pyridin-2-amine FC(N1N=CC(=C1)C=1C(=CC=2N(N1)C(=CN2)C=2C(=NC=CC2)N[C@H]2CNCC[C@@H]2F)OC)F